OC1=C(C=C2C(NC(C2)=O)=O)C=CC=C1 3-(2-hydroxybenzylidene)pyrrolidine-2,5-dione